2-(3-(chlorocarbonyl)phenyl)Acetic Acid Methyl Ester COC(CC1=CC(=CC=C1)C(=O)Cl)=O